N1=CC(=CC=C1)C1SC=CC1 2-(3-pyridyl)-2H-thiophene